(3S,4S)-N-tert-butyl-4-fluoro-1-{6-[2-(methoxymethoxy)-4-(6-methoxypyridazin-4-yl)phenyl]pyridazin-3-yl}pyrrolidin-3-amine C(C)(C)(C)N[C@H]1CN(C[C@@H]1F)C=1N=NC(=CC1)C1=C(C=C(C=C1)C1=CN=NC(=C1)OC)OCOC